OCC([C@H](C[C@H]1C(NCC1)=O)NC(=O)[C@H](CC(C)(C)C)NC(=O)C=1NC2=CC=CC=C2C1)=O N-((1S)-1-{[((1S)-3-hydroxy-2-oxo-1-{[(3S)-2-oxopyrrolidin-3-yl]methyl}propyl)amino]carbonyl}-3,3-dimethylbutyl)-1H-indole-2-carboxamide